3-(4-chlorobenzyl)-2-(2-(pyridine-3-yl)vinyl)quinazolin-4(3H)-one ClC1=CC=C(CN2C(=NC3=CC=CC=C3C2=O)C=CC=2C=NC=CC2)C=C1